noNacetyl-D-lactosamine C(CCCCCCCCCCCCCCC)[C@]1([C@]([C@](O[C@]2([C@@]([C@](C(O)(O[C@@H]2CO)CCCCCCCCCCCCCCCC)(N(CCCCCCCCCCCCCCCC)CCCCCCCCCCCCCCCC)CCCCCCCCCCCCCCCC)(O)CCCCCCCCCCCCCCCC)CCCCCCCCCCCCCCCC)(O[C@@H]([C@@H]1O)CO)CCCCCCCCCCCCCCCC)(O)CCCCCCCCCCCCCCCC)O